4-methyl-7-nitro-3,4-dihydro-2H-benzo[b][1,4]oxazine CN1C2=C(OCC1)C=C(C=C2)[N+](=O)[O-]